ethyl 4-(cyclopropyl(7-(8-ethyl-7-fluoro-3-hydroxynaphthalen-1-yl)-8-fluoro-2-(((2R,7aS)-2-fluorotetrahydro-1H-pyrrolizin-7a(5H)-yl)methoxy)pyrido[4,3-d]pyrimidin-4-yl)amino)butanoate C1(CC1)N(CCCC(=O)OCC)C=1C2=C(N=C(N1)OC[C@]13CCCN3C[C@@H](C1)F)C(=C(N=C2)C2=CC(=CC1=CC=C(C(=C21)CC)F)O)F